N-(4-(3-(4-acryloylpiperazin-1-yl)pyridin-4-yl)-2-methylbenzyl)-6-(difluoromethyl)nicotinamide C(C=C)(=O)N1CCN(CC1)C=1C=NC=CC1C1=CC(=C(CNC(C2=CN=C(C=C2)C(F)F)=O)C=C1)C